((1s,3s)-3-Hydroxy-3-methylcyclobutyl)(7-((3-methyl-6-(trifluoromethyl)pyridin-2-yl)oxy)-2-azaspiro[3.5]nonan-2-yl)methanone OC1(CC(C1)C(=O)N1CC2(C1)CCC(CC2)OC2=NC(=CC=C2C)C(F)(F)F)C